C(CCCCC(=O)OOC(CC)CC)(=O)OCCCC(CCCOC(CCC(OCCCC\C=C/CC)OCCCC\C=C/CC)=O)O 7-((4,4-bis(((Z)-oct-5-en-1-yl) oxy) butanoyl) oxy)-4-hydroxyheptyl (3-pentyloxy) adipate